C(C)(C)(C)OC(=O)N(CC=CC(=O)O)C1CCC(CC1)OC 4-((tert-butoxycarbonyl)((1r,4r)-4-methoxycyclohexyl)amino)but-2-enoic acid